OOC(\C=C\C1=CC=CC=C1)=O O-hydroxy-trans-cinnamic acid